3-(3-chloro-4-((1S,2S)-2-(5-chloropyridin-3-yl)cyclopropyl)-5',6-dimethyl-2-oxo-2H-[1,4'-bipyridin]-2'-yl)-2-fluorobenzoic acid ClC=1C(N(C(=CC1[C@@H]1[C@H](C1)C=1C=NC=C(C1)Cl)C)C1=CC(=NC=C1C)C=1C(=C(C(=O)O)C=CC1)F)=O